7-({[1-isopropyl-5-(3-phenylpropyl)-1H-pyrrole-2-yl]carbonyl}amino)-6-(trifluoromethyl)-1,2,3,4-Tetrahydro-1-naphthalenecarboxylic acid C(C)(C)N1C(=CC=C1CCCC1=CC=CC=C1)C(=O)NC1=C(C=C2CCCC(C2=C1)C(=O)O)C(F)(F)F